[Cl-].C(C(=C)C)(=O)OCCC[N+](C)(C)C {3-(methacryloyloxy)propyl}trimethylammonium chloride